N1=NN=C(C=C1)C=1C(C2=CC=CC=C2C1)=O triazinyl-indenone